OC1(CC2C(CN(C2)C(=O)NC2=C(C=CC(=C2)C)OC)C1)C1=CC=CC=C1 5-hydroxy-N-(2-methoxy-5-methylphenyl)-5-phenyl-octahydrocyclopenta[c]pyrrole-2-carboxamide